6-amino-hept-2-en NC(CCC=CC)C